P(=O)(OC1=CC=CC=C1)(OC([C@@H](NOC)C)=O)[O-] phenyl methoxy-alanyl phosphate